(3R)-3,7-dimethyl-1-[[4-methyl-6-(4-methylimidazol-1-yl)-3-pyridinyl]sulfonyl]indoline C[C@H]1CN(C2=C(C=CC=C12)C)S(=O)(=O)C=1C=NC(=CC1C)N1C=NC(=C1)C